2,6-Difluoro-3-(1-methyl-6-(2-(1-methyl-1H-pyrazol-5-yl)morpholino)-1H-pyrazolo[3,4-d]pyrimidin-3-yl)-5-(trifluoromethyl)phenol FC1=C(C(=C(C=C1C1=NN(C2=NC(=NC=C21)N2CC(OCC2)C2=CC=NN2C)C)C(F)(F)F)F)O